N-(bicyclo[1.1.1]pentan-1-yl)-3-(4-(difluoromethyl)-5'-(methylsulfonamido)spiro[cyclohexane-1,3'-indoline]-1'-carbonyl)benzenesulfonamide C12(CC(C1)C2)NS(=O)(=O)C2=CC(=CC=C2)C(=O)N2CC1(C3=CC(=CC=C23)NS(=O)(=O)C)CCC(CC1)C(F)F